FC=1C=NN(C1)C1=CC=C(C=N1)[C@H](C)NC(=O)N1CCN(CC1)C1=NC(=CC(=C1)C(F)(F)F)NC1=NNC(=C1)C (S)-N-(1-(6-(4-fluoro-1H-pyrazol-1-yl)pyridin-3-yl)ethyl)-4-(6-((5-methyl-1H-pyrazol-3-yl)amino)-4-(trifluoromethyl)pyridin-2-yl)piperazine-1-amide